COC1=CC=C(C=N1)C(C(=O)O)C (6-methoxypyridin-3-yl)propionic acid